2,2,2-trichloroethyl (E)-(3-cyclohexyl-1-(6-methyl-4,8-dioxo-1,3,6,2-dioxazaborocan-2-yl) allyl) sulfate S(=O)(=O)(OCC(Cl)(Cl)Cl)OC(\C=C\C1CCCCC1)B1OC(CN(CC(O1)=O)C)=O